BrC=1N=C2N(N=CC(=C2NC(C)C)C(=O)NC[C@H](C(C)(C)O)F)C1 (R)-2-bromo-N-(2-fluoro-3-hydroxy-3-methylbutyl)-8-(isopropylamino)imidazo[1,2-b]Pyridazine-7-carboxamide